CC(C)NC(=O)C=1C=C(C=CC1)NC1=CC=C(C(=O)N)C=C1 4-({3-[(propan-2-yl)carbamoyl]Phenyl}amino)benzamide